triphenoxyphosphonium bromide [Br-].O(C1=CC=CC=C1)[PH+](OC1=CC=CC=C1)OC1=CC=CC=C1